5-methoxy-1H-benzo[d]imidazole-6-carboxamide COC1=CC2=C(NC=N2)C=C1C(=O)N